C(C)OC(=O)C1=NOC(=C1)C(=O)C1=C(N=C(S1)NC1=CC(=C(C=C1)F)F)N 5-[4-Amino-2-(3,4-difluoroanilino)thiazole-5-carbonyl]isoxazole-3-carboxylic acid ethyl ester